ClC1=C(C=C(C=2C([C@]3(C(=CC(C[C@H]3C)=O)OC)OC21)=O)OCC)C=2OC(=NN2)C (2S,5'R)-7-chloro-4-ethoxy-3'-methoxy-5'-methyl-6-(5-methyl-1,3,4-oxadiazol-2-yl)spiro[benzofuran-2,4'-cyclohex-2-ene]-1',3-dione